C1(CCC1)C1=CC=C(C=C1)C(C[N+](=O)[O-])O 1-(4-cyclobutylphenyl)-2-nitro-ethanol